C(CCC)S.[Na] sodium butanethiol